COC1=C(C=C(C2=C1C=CO2)OC)CN(C(C=C)=O)C2=CC=CC=C2 N-((4,7-Dimethoxybenzofuran-5-yl)methyl)-N-phenylacrylamide